FC1=CC=C(C=C1)CC1CN(CC1)C(=O)C1=C(OC=2N=CN=C(C21)NC2(CC2)C)C 5-{3-[(4-fluorophenyl)methyl]pyrrolidine-1-carbonyl}-6-methyl-N-(1-methylcyclopropyl)furo[2,3-d]pyrimidin-4-amine